FC=1C=C(C=CC1OC)[C@H](CC(=O)O)NC(=O)N1CC(C1)CCC1=NC=2NCCCC2C=C1 (S)-3-(3-fluoro-4-methoxyphenyl)-3-(3-(2-(5,6,7,8-tetrahydro-1,8-naphthyridin-2-yl)ethyl)azetidine-1-carboxamido)propionic acid